5-(cyclopent-1-en-1-yl)-N-(4-(methylsulfonyl)but-3-en-2-yl)-3-phenoxypyrazine-2-carboxamide C1(=CCCC1)C=1N=C(C(=NC1)C(=O)NC(C)C=CS(=O)(=O)C)OC1=CC=CC=C1